N[C@@H](C(=O)O)C(C)C (2R,3R)-2-amino-3-methylbutyric acid